ClC=1C(=NC=C(C1)NC(CCl)=O)C(=O)N[C@H](C(=O)OCC)CCC(=O)OCC 1,5-diethyl (2S)-2-{[3-chloro-5-(2-chloroacetamido)pyridinyl]formamido}pentanedioate